N-aminopiperidine dihydrochloride Cl.Cl.NN1CCCCC1